3-(methoxy)benzoylmethylenedimethyl-sulfur bromide COC=1C=C(C(=O)C=[S](C)(C)Br)C=CC1